OB1OCC2=C1C(=CC(=C2)NC2=NC=C(C(=N2)NC2=CC=CC=C2)C)C N2-(1-hydroxy-7-methyl-3H-2,1-benzoxaborol-5-yl)-5-methyl-N4-phenyl-pyrimidine-2,4-diamine